ClC1=C(C=CC2=C1C(NC1=NC3=C(C(NCCO2)=O)C=NN3C=C1)C)F 12-chloro-11-fluoro-13-methyl-6,7,13,14-tetrahydro-1,15-ethenopyrazolo[4,3-f][1,4,8,10]benzoxatriazacyclotridecin-4(5H)-one